FC=1C=C(C=CC1C(COC)(C)C)NC(=O)[C@@H]1N(CCC2=CC(=CC=C12)OC)C(=O)C1=CC(=NO1)O (1R)-N-(3-fluoro-4-(1-methoxy-2-methylpropan-2-yl)phenyl)-2-((3-hydroxy-1,2-oxazol-5-yl)carbonyl)-6-methoxy-1,2,3,4-tetrahydroisoquinoline-1-carboxamide